trans-ethyl-2-(thiazol-5-yl)cyclopropanecarboxylate C(C)OC(=O)[C@H]1[C@@H](C1)C1=CN=CS1